3',5'-diacetyl-deoxyuridine C(C)(=O)[C@@]1(C[C@@H](O[C@@H]1C(O)C(C)=O)N1C(=O)NC(=O)C=C1)O